6-(1-Isopropyl-1H-pyrazol-3-yl)-N-((3S,5R)-5-methoxypiperidin-3-yl)-2-(1-methyl-1H-imidazol-2-yl)thieno[2,3-d]pyrimidin-4-amine C(C)(C)N1N=C(C=C1)C1=CC2=C(N=C(N=C2N[C@@H]2CNC[C@@H](C2)OC)C=2N(C=CN2)C)S1